N-(4-(6-fluoro-3,4-dihydroisoquinolin-2(1H)-yl)-2-methyl-6-(methylthio)phenyl)-3,3-dimethylbutyramide FC=1C=C2CCN(CC2=CC1)C1=CC(=C(C(=C1)SC)NC(CC(C)(C)C)=O)C